6-methyl-2,3-bis(4-trifluoromethylphenyl)benzofuran-4-carboxylic acid CC=1C=C2C(C(=C(O2)C2=CC=C(C=C2)C(F)(F)F)C2=CC=C(C=C2)C(F)(F)F)=C(C1)C(=O)O